tert-butyl (3S,4S)-3-(((benzyloxy)carbonyl)amino)-4-hydroxypyrrolidine-1-carboxylate C(C1=CC=CC=C1)OC(=O)N[C@H]1CN(C[C@@H]1O)C(=O)OC(C)(C)C